5'-(difluoromethyl)-1-(2-((1-(5-oxopyrrolidin-3-yl)-7-(trifluoromethyl)-1H-benzo[d]imidazol-5-yl)oxy)ethyl)spiro[piperidine-4,3'-pyrrolo[3,2-b]pyridin]-2'(1'H)-one FC(C1=CC=C2C(=N1)C1(C(N2)=O)CCN(CC1)CCOC1=CC2=C(N(C=N2)C2CNC(C2)=O)C(=C1)C(F)(F)F)F